ClC1=CC=C2C(=N1)N(C=C2C2=C(C=CC=C2OC)OC)COCC[Si](C)(C)C 6-chloro-3-(2,6-dimethoxyphenyl)-1-[[2-(trimethylsilyl)ethoxy]methyl]pyrrolo[2,3-b]pyridine